Methyl 4-chloro-5-(2-oxo-3-(3,4,5-trifluorobenzyl)pyrrolidin-1-yl)-3-(pyridazin-4-yl)-1-((2-(trimethylsilyl)ethoxy)methyl)-1H-pyrrole-2-carboxylate ClC=1C(=C(N(C1N1C(C(CC1)CC1=CC(=C(C(=C1)F)F)F)=O)COCC[Si](C)(C)C)C(=O)OC)C1=CN=NC=C1